C[C@H]1[C@H]([C@H]([C@@H]([C@H](O1)O[C@@H]2[C@H]([C@H](O[C@@H]([C@H]2O)CO)O)NC(=O)C)O)O)O The molecule is an amino disaccharide that is 2-acetamido-alpha-D-glucose in which the hydroxy group at position 3 has been glycosylated by a beta-L-fucosyl group. It is an amino disaccharide and a member of acetamides.